C1C=[14CH]C2=CC=CC=C12 indene-3-14C